5-methylpyridine-2,4(1H,3H)-dione CC=1C(CC(NC1)=O)=O